C(C)(=O)N1CC(C1)(C)CC(=O)N1[C@@H](C[C@H](C1)F)C(=O)N[C@H](C1=CC=C(C=C1)C(C)C)C1=CC=CC=C1 (2S,4R)-1-[2-(1-acetyl-3-methylazetidin-3-yl)acetyl]-4-fluoro-N-[(S)-phenyl[4-(propan-2-yl)phenyl]methyl]pyrrolidine-2-carboxamide